ClC=1C(=NC=C(N1)NCC=1SC=CC1)C#N 3-chloro-5-{[(thiophen-2-yl)methyl]amino}pyrazine-2-carbonitrile